BrC1=NC=CC(=C1)C1CC(OC(C1)=O)=O 4-(2-bromopyridin-4-yl)dihydro-2H-pyran-2,6(3H)-dione